Cl.N[C@@H](COC1=C(C(=O)OCC2=CC=CC=C2)C(=CC=C1)OCC)CC1=CC=CC=C1 Benzyl (R)-2-(2-amino-3-phenylpropoxy)-6-ethoxybenzoate hydrochloride